BrC1=CC=C(O1)C(=O)NC1=CC=C(CCNC(OC(C)(C)C)=O)C=C1 tert-butyl 4-(5-bromofuran-2-carboxamido)phenethylcarbamate